Benzimidazolo-benzimidazol N1=CN=C2C1=CC=C1C2=CC=C2C1=NC=N2